3-(2-chloro-5-methoxypyrimidin-4-yl)-1-methyl-1H-indole ClC1=NC=C(C(=N1)C1=CN(C2=CC=CC=C12)C)OC